N1(C=NC=C1)CC=1N=NN(C1)CC1=CC=C(C=C1)[N+](=O)[O-] 4-[(1H-imidazol-1-yl)methyl]-1-(4-nitrobenzyl)-1H-1,2,3-triazole